O=C1NC(CCC1N1C(C2=CC=C(C=C2C1=O)N1CCC2(CC1)CCC(CC2)C=O)=O)=O 3-(2-(2,6-Dioxopiperidin-3-yl)-1,3-dioxoisoindolin-5-yl)-3-azaspiro[5.5]Undecane-9-carbaldehyde